N-[(R)-2-[4-[3-(3,4-dimethoxyphenyl)-1,2,4-oxadiazol-5-yl]-1-piperidyl]-1-methyl-2-oxo-ethyl]benzamide COC=1C=C(C=CC1OC)C1=NOC(=N1)C1CCN(CC1)C([C@@H](C)NC(C1=CC=CC=C1)=O)=O